acrylic acid cyclopentyl ester C1(CCCC1)OC(C=C)=O